O1C(=CC2=C1C=CC=C2)S(=O)(=O)N2[C@@H](CCC2)C(=O)O (2S)-1-(benzofuran-2-ylsulfonyl)pyrrolidine-2-carboxylic acid